3-((4-chlorophenyl)ethynyl)isonicotinic acid ClC1=CC=C(C=C1)C#CC1=C(C(=O)O)C=CN=C1